2-hydroxyethylamino-2,3-propylene glycol OCCNCC(CO)O